butyrylcarbonyl-carbon C(CCC)(=O)C(=O)[C]